7-(((((S)-1-butoxy-1-oxopropan-2-yl)amino)(naphthalen-1-yloxy)phosphoryl)difluoromethyl)-2-naphthoic acid C(CCC)OC([C@H](C)NP(=O)(OC1=CC=CC2=CC=CC=C12)C(C1=CC=C2C=CC(=CC2=C1)C(=O)O)(F)F)=O